CN1N=C(C=C1)C1=CC=C(C=C1)C(=O)N1CC2(C1)CC(C2)N(C=2C1=C(N=CN2)NC=C1)C 4-(1-Methyl-1H-pyrazol-3-yl)-phenyl-{6-[methyl-(7H-pyrrolo[2,3-d]pyrimidin-4-yl)-amino]-2-aza-spiro[3.3]hept-2-yl}-methanone